C(#N)N1C[C@H](CC1)CC(=O)NC1=CC(=NO1)C1=CC(=CC=C1)OC (R)-2-(1-cyanopyrrolidin-3-yl)-N-(3-(3-methoxyphenyl)isoxazol-5-yl)acetamide